3-(((2R,3R)-8-methoxy-2-(6-methoxypyridin-3-yl)-3-methyl-2,3-dihydrobenzo[b][1,4]dioxin-6-yl)methyl)-3H-imidazo[4,5-b]pyridine-2-d COC1=CC(=CC2=C1O[C@@H]([C@H](O2)C)C=2C=NC(=CC2)OC)CN2C(=NC=1C2=NC=CC1)[2H]